C=1(C(=CC=CC1)CC(=O)[O-])CC(=O)[O-] xylylenedicarboxylate